2-bromo-N-(4-chloro-5-methylisoxazol-3-yl)pyridine-3-sulfonamide BrC1=NC=CC=C1S(=O)(=O)NC1=NOC(=C1Cl)C